2,2,2-trifluoro-1-[1-methyl-4-[[5-[2-methyl-5-[[(1S,5R,7s)-9-methyl-3-oxa-9-azabicyclo[3.3.1]nonan-7-yl]oxy]-4-pyridyl]pyrazolo[1,5-a]pyridin-2-yl]amino]pyrazol-3-yl]ethanol FC(C(O)C1=NN(C=C1NC1=NN2C(C=C(C=C2)C2=CC(=NC=C2OC2C[C@@H]3COC[C@H](C2)N3C)C)=C1)C)(F)F